N-(4-(4-fluorophenyl)piperidin-4-yl)-4-(trifluoromethoxy)benzene-sulfonamide FC1=CC=C(C=C1)C1(CCNCC1)NS(=O)(=O)C1=CC=C(C=C1)OC(F)(F)F